norbornyl-(norbornanol) C12(CCC(CC1)C2)C2C1(CCC(C2)C1)O